5-benzhydryl-tetraethylenepentamine C(C1=CC=CC=C1)(C1=CC=CC=C1)C(NCCN)CNCCNCCN